(R)-N-((S)-4,6-difluoro-1,3-dihydrospiro[inden-2,4'-piperidin]-1-yl)-2-methylpropan-2-sulfinamide FC1=C2CC3(CCNCC3)[C@@H](C2=CC(=C1)F)N[S@](=O)C(C)(C)C